(4-{[5-methyl-7-(pyrrolidin-1-yl)-[1,2,4]triazolo[1,5-a]pyrimidin-6-yl]methyl}phenyl)boronic acid CC1=NC=2N(C(=C1CC1=CC=C(C=C1)B(O)O)N1CCCC1)N=CN2